decylformate C(CCCCCCCCC)OC=O